4-(3-(2,4-difluoro-3-(propylsulfonamido)benzoyl)-1H-pyrrolo[2,3-b]pyridin-5-yl)-benzenesulfonamide FC1=C(C(=O)C2=CNC3=NC=C(C=C32)C3=CC=C(C=C3)S(=O)(=O)N)C=CC(=C1NS(=O)(=O)CCC)F